BrC1=CC=C(CN(CC(=O)OCC)S(=O)(=O)C2=CC=C(C)C=C2)C=C1 ethyl N-(4-bromobenzyl)-N-tosylglycinate